(E)-4-Methylaminocrotonate CNC/C=C/C(=O)[O-]